4-(1-methylindol-4-yl)-7-[(5-piperazin-1-yl-2-pyridyl)amino]isoindolin-1-one CN1C=CC2=C(C=CC=C12)C1=C2CNC(C2=C(C=C1)NC1=NC=C(C=C1)N1CCNCC1)=O